(2R)-2-(6-{5-chloro-2-[(oxan-4-yl)amino]pyrimidin-4-yl}-1-oxo-2,3-dihydro-1H-isoindol-2-yl)-N-[(1S)-1-(2-cyano-5-fluorophenyl)-2-hydroxyethyl]propanamide ClC=1C(=NC(=NC1)NC1CCOCC1)C1=CC=C2CN(C(C2=C1)=O)[C@@H](C(=O)N[C@H](CO)C1=C(C=CC(=C1)F)C#N)C